ClC1=C(C=CC=C1)C(C(C)(C)C1=CC(=CC=C1)Cl)OC(=O)N[C@H](C(=O)N[C@H](C(=O)OC)C[C@H]1C(NCC1)=O)CC1CCCCC1 methyl (2S)-2-((2S)-2-(((1-(2-chlorophenyl)-2-(3-chloro phenyl)-2-methylpropoxy)carbonyl)amino)-3-cyclohexylpropanamido)-3-((S)-2-oxopyrrolidin-3-yl)propanoate